5-((7-Methoxy-2-oxo-2,3-dihydro-1H-imidazo[4,5-c][1,8]naphthyridin-1-yl)methyl)pyridine-2-sulfonamide COC=1C=CC=2C3=C(C=NC2N1)NC(N3CC=3C=CC(=NC3)S(=O)(=O)N)=O